OCC1=CC=C(O1)C1=NC2=CC=C(C=C2C(N1)=O)OC (5-(hydroxymethyl)furyl)-6-methoxyquinazolin-4(3H)-one